N-(3-chloro-1H-indol-7-yl)-1,3,5-trimethyl-pyrazole-4-sulfonamide ClC1=CNC2=C(C=CC=C12)NS(=O)(=O)C=1C(=NN(C1C)C)C